OC1(CCN(CC1)C(=O)[O-])C1=CC=C(C=C1)C1(C(NC(CC1)=O)=O)C 4-hydroxy-4-(4-(3-methyl-2,6-dioxopiperidin-3-yl)phenyl)piperidine-1-carboxylate